CC=1CCCC(C1)C=1C(=C(C(=CC1O)CCCCC)C1COC1)O 5'-methyl-3-(oxetan-3-yl)-4-pentyl-1',2',3',4'-tetrahydro-[1,1'-biphenyl]-2,6-diol